Cl.Cl.NCC1CN(C1)CC=1C=CC(=C(C(=O)NC2=CC=C(C=C2)S(=O)(=O)N2CCN(CC2)C2=NC(=CC(=N2)C#N)C)C1)N(S(=O)(=O)C)C 5-((3-(Aminomethyl)azetidin-1-yl)methyl)-N-(4-((4-(4-cyano-6-methylpyrimidin-2-yl)piperazin-1-yl)sulfonyl)phenyl)-2-(N-methylmethylsulfonamido)benzamide dihydrochloride